C(C)(C)(C)N(C(O)=O)[C@@H]1CO[C@H](CC1)CO.C(C)(C)C1CCC2(CCC(O2)OCCOC2OC3(CC2)CCC(CC3)C(C)C)CC1 1,2-bis((8-isopropyl-1-oxaspiro[4.5]dec-2-yl)oxy)ethane tert-butyl-((3S,6R)-6-(hydroxymethyl)tetrahydro-2H-pyran-3-yl)carbamate